C(CC1=CC=CC=C1)N1N=NC(=C1)CN1N=NN=C1 1-((1-phenethyl-1H-1,2,3-triazol-4-yl)methyl)-1H-tetrazole